1-[[2-[(1R)-1-[5-(2,4-dioxo-1H-pyrimidin-5-yl)-1-methyl-pyrazolo[3,4-c]pyridazin-3-yl]oxy-2,2-difluoro-ethyl]-4-pyridyl]oxymethyl]cyclopropanecarbonitrile O=C1NC=C(C(N1)=O)C=1C=C2C(=NN1)N(N=C2O[C@@H](C(F)F)C2=NC=CC(=C2)OCC2(CC2)C#N)C